6-amino-N-(5-chloro-6-(2,6-dimethylphenyl)pyridin-2-yl)pyridine-2-sulfonamide NC1=CC=CC(=N1)S(=O)(=O)NC1=NC(=C(C=C1)Cl)C1=C(C=CC=C1C)C